C(C)N1C[C@H]2[C@@H](CC1)CCN2C=2OC=1C(=NC(=CC1)C1=C(C=C(C#N)C=C1C)O)N2 4-[2-[(3aS,7aR)-6-Ethyl-3,3a,4,5,7,7a-hexahydro-2H-pyrrolo[2,3-c]pyridin-1-yl]oxazolo[4,5-b]pyridin-5-yl]-3-hydroxy-5-methyl-benzonitrile